ClC1=C(C(=NC2=CC(=CC=C12)O)C)C(C)C 4-chloro-3-isopropyl-2-methylquinolin-7-ol